(S)-(1-(4-butylphenyl)ethyl)diphenylphosphine oxide C(CCC)C1=CC=C(C=C1)[C@H](C)P(C1=CC=CC=C1)(C1=CC=CC=C1)=O